3,5-dichlorophenyl-boric acid ClC=1C=C(C=C(C1)Cl)OB(O)O